methyl 2-((S)-2-((tert-butoxycarbonyl)amino)-3-cyclopropylpropanamido)-3-(4,5,6,7-tetrahydrobenzo[d]thiazol-4-yl)propanoate C(C)(C)(C)OC(=O)N[C@H](C(=O)NC(C(=O)OC)CC1CCCC2=C1N=CS2)CC2CC2